6-[2-[[(2S,4r)-4-fluoro-1-methyl-pyrrolidin-2-yl]methoxy]-6-methyl-4-[(2S)-2-methylpiperazin-1-yl]-5,6,7,8-tetrahydroquinazolin-7-yl]-N,4-dimethyl-5-(trifluoromethyl)pyridin-2-amine F[C@@H]1C[C@H](N(C1)C)COC1=NC=2CC(C(CC2C(=N1)N1[C@H](CNCC1)C)C)C1=C(C(=CC(=N1)NC)C)C(F)(F)F